COC1=CC=2N=CN=C(C2N=C1NCC1=CC=C(C=C1)OC)C=1C(=NN(C1)C1OCCCC1)C1=CC=CC=C1 7-methoxy-N-[(4-methoxyphenyl)methyl]-4-[1-(oxan-2-yl)-3-phenyl-1H-pyrazol-4-yl]pyrido[3,2-d]pyrimidin-6-amine